C(C)(C)(C)OC(=O)NCC1=CC=C(C=C1)NCC1=CC2=C(OCCC3=C2SC=C3)C=C1C=1C(=NC(=CC1)C(NCCC)=O)C(=O)OC methyl 3-(9-(((4-(((tert-butoxycarbonyl)amino)methyl)phenyl)amino)methyl)-4,5-dihydrobenzo[b]thieno[2,3-d]oxepin-8-yl)-6-(propylcarbamoyl)picolinate